ClC=1C=C(CN2C=NC3=C(C2=O)C=NN3C3=C(C=C(C=C3)C)C)C=CC1Cl 5-(3,4-dichlorobenzyl)-1-(2,4-dimethylphenyl)-1H-pyrazolo[3,4-d]pyrimidin-4(5H)-one